BrC1=C(C=CC=C1)C(C#CC1=CC=C(C=C1)Cl)=O 1-(2-bromophenyl)-3-(4-chlorophenyl)prop-2-yn-1-one